6-amino-2-(3,5-dichloro-4-((4-methyl-2-(2-methylpyridine-4-yl)quinolin-6-yl)oxy)phenyl)-1,2,4-triazine-3,5(2H,4H)-dione NC=1C(NC(N(N1)C1=CC(=C(C(=C1)Cl)OC=1C=C2C(=CC(=NC2=CC1)C1=CC(=NC=C1)C)C)Cl)=O)=O